P1(=O)(OC2=C(C=C(C=C2C(C)(C)C)C(C)(C)C)CC2=C(C(=CC(=C2)C(C)(C)C)C(C)(C)C)O1)[O-].[NH4+] ammonium [2,2'-methylenebis(4,6-di-tert-butylphenyl)] phosphate